C(C)(C)(C)C=1C=C(OCCC[Sn](C)(C)C)C=CC1 3-(3-(tertiary butyl)phenoxy)propyltrimethyltin